3-{[(tert-butyldimethylsilyl)oxy]methyl}cyclobutan-1-ol [Si](C)(C)(C(C)(C)C)OCC1CC(C1)O